C(#N)\N=C(/NC1CCCCC1)\C1=CN=C2N1N=C(C=C2)N2[C@H](C[C@@H](C2)F)C2=C(C=CC(=C2)F)SC (Z)-N'-cyano-N-cyclohexyl-6-[(2R,4S)-4-fluoro-2-[5-fluoro-2-(methylsulfanyl)phenyl]pyrrolidin-1-yl]imidazo[1,2-b]pyridazine-3-carboximidamid